(2S,4R)-1-[(2R)-2-[3-(2,6-diazaspiro[3.3]heptan-2-yl)isoxazol-5-yl]-3-methyl-butanoyl]-4-hydroxy-N-[(1S)-1-[4-(4-methylthiazol-5-yl)phenyl]ethyl]pyrrolidine-2-carboxamide C1N(CC12CNC2)C2=NOC(=C2)[C@H](C(=O)N2[C@@H](C[C@H](C2)O)C(=O)N[C@@H](C)C2=CC=C(C=C2)C2=C(N=CS2)C)C(C)C